2-(4-amino-piperidin-1-yl)-3-methyl-5-(1-methyl-1H-indol-5-yl)-6-phenyl-3H-pyrimidin-4-one NC1CCN(CC1)C1=NC(=C(C(N1C)=O)C=1C=C2C=CN(C2=CC1)C)C1=CC=CC=C1